C(C)(C)(C)OC(=O)N1C[C@H](N(CC1)C1=C(C=C(C=C1)[N+](=O)[O-])C(=O)OC)CC (3R)-3-ethyl-4-[2-(methoxycarbonyl)-4-nitrophenyl]piperazine-1-carboxylic acid tert-butyl ester